[Cl-].CC(C(=O)OCCCC[P+](C1=CC=CC=C1)(C1=CC=CC=C1)C1=CC=CC=C1)(C)C [4-(trimethylacetoxy)butyl]triphenylphosphonium chloride